2-methoxy-6-(pyridin-3-yl)-1H-benzo[d]imidazole COC1=NC2=C(N1)C=C(C=C2)C=2C=NC=CC2